CC=1N=NN(N1)CC1=C(C=CC(=C1)C(F)(F)F)CCC(=O)O 3-[2-[(5-methyltetrazol-2-yl)methyl]-4-(trifluoromethyl)phenyl]Propionic acid